C(C)(C)(C)OC(=O)N1CC(C(CC1)CCN=[N+]=[N-])(F)F 4-(2-azidoethyl)-3,3-difluoropiperidine-1-carboxylic acid tert-butyl ester